FC(C1=NN=C(O1)C1=CC=C2CN(C(C2=C1)=O)[C@@H]([C@@H](O)C1=CC(=C(C=C1)F)F)C=1N=NC=CC1)F |o1:17,18| 6-[5-(difluoromethyl)-1,3,4-oxadiazol-2-yl]-2-[(1R*,2S*)-2-(3,4-difluorophenyl)-2-hydroxy-1-(pyridazin-3-yl)ethyl]-2,3-dihydro-1H-isoindol-1-one